(R)-tert-butyl 3-(((tert-butyldimethylsilyl)oxy)methyl)-4-(2-fluoro-6-(methoxycarbonyl)pyridin-3-yl)piperazine-1-carboxylate [Si](C)(C)(C(C)(C)C)OC[C@H]1CN(CCN1C=1C(=NC(=CC1)C(=O)OC)F)C(=O)OC(C)(C)C